2-(p-methoxyphenyl)-4,6-bis(trichloromethyl)sym-triazine COC1=CC=C(C=C1)C1=NC(=NC(=N1)C(Cl)(Cl)Cl)C(Cl)(Cl)Cl